FC=1OC2=C(C1)C=C(C=C2C=2C=C(CNS(=O)C(C)(C)C)C=CC2)CO N-(3-(2-fluoro-5-(hydroxymethyl)benzofuran-7-yl)benzyl)-2-methylpropane-2-sulfinamide